FC=1C(=CC=2C3=C(NC(C2C1)=O)COC[C@H]3N(C(=O)C=3C=C(C=CC3)C3=CC=C(C=C3)F)C)F (S)-N-(8,9-difluoro-6-oxo-1,4,5,6-tetrahydro-2H-pyrano[3,4-c]isoquinolin-1-yl)-4'-fluoro-N-methyl-[1,1'-biphenyl]-3-carboxamide